OC1=CC=C(C=C1)CCC(=O)OC methyl 3-(4-hydroxyphenyl)propionate